3,5-dichlorophenol acetate C(C)(=O)OC1=CC(=CC(=C1)Cl)Cl